BrC1=C(C=C2C(=C(C(=NC2=C1Cl)O)[N+](=O)[O-])O)Cl 7-bromo-6,8-dichloro-3-nitroquinoline-2,4-diol